4-[2-(2-methoxy-4-{[(trifluoromethyl)sulfonyl]oxy}phenyl)-4-oxo-4H-pyrido[1,2-a]pyrimidin-7-yl]-3,6-dihydropyridine-1(2H)-carboxylic acid tert-butyl ester C(C)(C)(C)OC(=O)N1CCC(=CC1)C=1C=CC=2N(C(C=C(N2)C2=C(C=C(C=C2)OS(=O)(=O)C(F)(F)F)OC)=O)C1